4-(4-(Vinylsulfonyl)-3,4-dihydro-2H-pyrido[4,3-b][1,4]thiazin-8-yl)benzonitrile C(=C)S(=O)(=O)N1C2=C(SCC1)C(=CN=C2)C2=CC=C(C#N)C=C2